(S)-8-(benzyloxy)-5-(2-((6-fluoropyridin-3-yl)amino)-1-hydroxyethyl)quinolin-2(1H)-one C(C1=CC=CC=C1)OC=1C=CC(=C2C=CC(NC12)=O)[C@@H](CNC=1C=NC(=CC1)F)O